6-bromo-3-fluoro-2-pyridinecarboxamide BrC1=CC=C(C(=N1)C(=O)N)F